The molecule is a fatty acid methyl ester of undecanoic acid. It has a role as a metabolite. It derives from an undecanoic acid. CCCCCCCCCCC(=O)OC